NC1(CC(C1)NC(OCCCC)=O)C butyl (cis-3-amino-3-methylcyclobutyl)carbamate